ClC1=CC=C(C=C1)/C=C/C(=O)NC(CC1=NC=CC=C1)C(NCC(N1CCC(CC1)OC1=NC=NC(=C1)C(F)(F)F)=O)=O (E)-3-(4-Chloro-phenyl)-N-(1-{2-OxO-2-[4-(6-trifluoromethyl-pyrimidine-4-yloxy)-piperidine-1-yl]-ethylcarbamoyl}-2-pyridine-2-yl-ethyl)-acrylamide